FC=1C(=NC(=CC1)NC1=NNC(=C1)C)CC1(CCN(CC1)C1(CC1)C1=C(C=CC=C1)C(F)(F)F)C(=O)O 4-((3-fluoro-6-((5-methyl-1H-pyrazol-3-yl)amino)pyridin-2-yl)methyl)-1-(1-(2-(trifluoromethyl)phenyl)cyclopropyl)piperidine-4-carboxylic acid